(R)-8-(8-(2-amino-5-chloropyridin-4-yl)-7-methylimidazo[1,2-c]pyrimidin-5-yl)-8-azaspiro[4.5]decan-1-amine NC1=NC=C(C(=C1)C=1C=2N(C(=NC1C)N1CCC3(CCC[C@H]3N)CC1)C=CN2)Cl